N-Phenyl-5-[[(3S)-1-[2-oxo-2-[(2S)-2-cyanopyrrolidin-1-yl]ethyl]pyrrolidin-3-yl]amino]chinolin-8-carboxamid C1(=CC=CC=C1)NC(=O)C=1C=CC(=C2C=CC=NC12)N[C@@H]1CN(CC1)CC(N1[C@@H](CCC1)C#N)=O